C(#N)C1=C(C=C(C=C1)NC([C@@](CN1N=CC(=C1)C#C)(C)O)=O)C(F)(F)F (S)-N-(4-Cyano-3-(trifluoromethyl)phenyl)-3-(4-ethynyl-1H-pyrazol-1-yl)-2-hydroxy-2-methylpropanamide